C1(CC1)C1=C(C=C2CCN(CC2=C1)C(C(F)(F)F)=O)NC1=NC=C(C(=N1)[Sn](C)(C)C)C(F)(F)F 1-(7-cyclopropyl-6-((5-(trifluoromethyl)-4-(trimethylstannyl)pyrimidin-2-yl)amino)-3,4-dihydroisoquinolin-2(1H)-yl)-2,2,2-trifluoroethan-1-one